ClC=1C=C(C=C(C1OC)[N+](=O)[O-])C(=O)N1C2=C(OC3(C1)CC3)C=CN=C2 (3-chloro-4-methoxy-5-nitrophenyl)(spiro[cyclopropane-1,2'-pyrido[4,3-b][1,4]oxazin]-4'(3'H)-yl)methanone